hexaazacyclohexacosane-14-carboxylic acid formate salt C(=O)O.N1NNNNNCCCCCCCC(CCCCCCCCCCCC1)C(=O)O